(E)-5-methoxy-1-[4-(trifluoromethyl)phenyl]pentan-1-one COCCCCC(=O)C1=CC=C(C=C1)C(F)(F)F